N-(4-(4-((5-(dimethylamino)thiophen-2-yl)methylene)-5-oxo-4,5-dihydrooxazol-2-yl)phenyl)acetamide CN(C1=CC=C(S1)C=C1N=C(OC1=O)C1=CC=C(C=C1)NC(C)=O)C